FC(N1C(=CC=2C(=NC(=CC21)C2=CC=C(CN1CCN(CC1)CC(C)(O)C)C=C2)C)C2=CC=C(C=C2)S(=O)(=O)C)F 1-(4-(4-(1-(Difluoromethyl)-4-methyl-2-(4-(methylsulfonyl)phenyl)-1H-pyrrolo[3,2-c]pyridin-6-yl)benzyl)piperazin-1-yl)-2-methylpropan-2-ol